5,6-dihydrocinnoline N1=NC=CC=2CCC=CC12